(6-aminohexyl)dodecane-1,12-diamine NCCCCCCC(CCCCCCCCCCCN)N